N-(3-methoxy-4-methyl-phenyl)-4-[3-[methyl-(1-methylpyrrolidin-3-yl)amino]-2-nitro-anilino]cyclohexanecarboxamide tris(2-ethylhexanoate) chromium [Cr+3].C(C)C(C(=O)[O-])CCCC.C(C)C(C(=O)[O-])CCCC.C(C)C(C(=O)[O-])CCCC.COC=1C=C(C=CC1C)NC(=O)C1CCC(CC1)NC1=C(C(=CC=C1)N(C1CN(CC1)C)C)[N+](=O)[O-]